N-heptylheptan-1-amine C(CCCCCC)NCCCCCCC